2-methoxy-N-({4-[(methylcarbamoyl)amino]phenyl}-sulfonyl)benzamide COC1=C(C(=O)NS(=O)(=O)C2=CC=C(C=C2)NC(NC)=O)C=CC=C1